1-(2-((tert-butyldiphenylsilyl)oxy)-1-(6-((1R,5S)-2-oxo-3-azabicyclo[3.1.0]hexan-3-yl)pyridin-3-yl)ethyl)-N-((cis)-3-(5-chloro-2-cyanophenyl)cyclobutyl)-1H-1,2,3-triazole-4-carboxamide [Si](C1=CC=CC=C1)(C1=CC=CC=C1)(C(C)(C)C)OCC(C=1C=NC(=CC1)N1C([C@@H]2C[C@@H]2C1)=O)N1N=NC(=C1)C(=O)N[C@@H]1C[C@@H](C1)C1=C(C=CC(=C1)Cl)C#N